5-(3,4-Dichlorophenoxy)-2-hydroxybenzaldehyde ClC=1C=C(OC=2C=CC(=C(C=O)C2)O)C=CC1Cl